8-({4-[1-cyclopropyl-4-(trifluoromethyl)imidazol-2-yl]phenyl}methyl)-2-(4-cyclopropyl-6-methoxypyrimidin-5-yl)-6-(2,4-dimethylpyrazol-3-yl)pyrido[2,3-d]pyrimidin-7-one C1(CC1)N1C(=NC(=C1)C(F)(F)F)C1=CC=C(C=C1)CN1C(C(=CC2=C1N=C(N=C2)C=2C(=NC=NC2OC)C2CC2)C=2N(N=CC2C)C)=O